FC1(CCC(C(C1)OC1=NC(=NC=C1C(F)(F)F)NC1=C(C=C(C=C1)S(=O)(=O)N)F)O)F 4-((4-((5,5-difluoro-2-hydroxycyclohexyl)oxy)-5-(trifluoromethyl)pyrimidin-2-yl)amino)-3-fluorobenzenesulfonamide